ethyl 1,4-dibenzyl-6-methylpiperazine-2-carboxylate C(C1=CC=CC=C1)N1C(CN(CC1C)CC1=CC=CC=C1)C(=O)OCC